2-(2-bromo-4-nitrophenyl)-1-ethyl-4-(trifluoromethyl)-1H-imidazole BrC1=C(C=CC(=C1)[N+](=O)[O-])C=1N(C=C(N1)C(F)(F)F)CC